O1CCC2=C1C=CC(=C2)C=CC(=O)C2=CC=C(C=C2)N2CCC(CC2)O 3-(2,3-Dihydro-1-benzofuran-5-yl)-1-[4-(4-hydroxypiperidin-1-yl)phenyl]prop-2-en-1-one